BrC=1C=2N(N=CC1C(=O)OCC)C=C(N2)C(F)(F)F ethyl 8-bromo-2-(trifluoromethyl)imidazo[1,2-b]pyridazine-7-carboxylate